C(C)(C)(C)OC(=O)N1[C@@H](CN(C[C@@H]1C)C1=NC=C(C=2N=NC=CC21)C(=O)O)C 5-[(3R,5S)-4-tert-butoxycarbonyl-3,5-dimethyl-piperazin-1-yl]pyrido[4,3-c]pyridazine-8-carboxylic acid